FC1=CC(=C(C=C1)NC1=C(C(=O)OC)C=CC(=C1)OC(F)(F)F)C(C)C methyl 2-((4-fluoro-2-isopropylphenyl)-amino)-4-(trifluoro-methoxy)benzoate